N''-propyl-L-arginine hydrochloride Cl.C(CC)NC(NCCC[C@H](N)C(=O)O)=N